[5-(2-Chloro-3-fluoro-phenyl)-3-((S)-1-methyl-2-methylsulfanyl-ethyl)-2,4-dioxo-3,4-dihydro-2H-pyrimidin-1-yl]-methyl acetate C(C)(=O)OCN1C(N(C(C(=C1)C1=C(C(=CC=C1)F)Cl)=O)[C@H](CSC)C)=O